5-((2-methyl-1H-imidazol-1-yl)methyl)furan-2-formaldehyde CC=1N(C=CN1)CC1=CC=C(O1)C=O